COC(=O)C1=C(NC=2CC(CC(C2C1C1=CC(=CC=C1)O)=O)C1=CC=C(C=C1)Cl)C 7-(4-chlorophenyl)-4-(3-hydroxyphenyl)-2-methyl-5-oxo-1,4,5,6,7,8-hexahydroquinoline-3-carboxylic acid methyl ester